Propyl Thiosulfate S(=S)(=O)(OCCC)[O-]